C12CN(CC2C1)C1=NC2=C(C=C(C=C2C(N1C)=O)Cl)Br 2-(3-Azabicyclo[3.1.0]hexan-3-yl)-8-bromo-6-chloro-3-methylquinazolin-4(3H)-one